(4-Methylphenethyl)-1H-benzo[d]imidazole-1-carboxamide CC1=CC=C(CCC2=NC3=C(N2C(=O)N)C=CC=C3)C=C1